C(C)(C)(C)OC(=O)N1CCC(CC1)CCC1=CC=C(C=C1)NC(=O)OCC1=CN=CO1.C(CC(C)C)NC(C1=CC(=CC=C1)NC1=CC=C(C=C1)OCC1=NC=CC=C1)=O N-isopentyl-3-((4-(pyridin-2-ylmethoxy)phenyl)amino)benzamide tert-butyl-4-(4-(((oxazol-5-ylmethoxy)carbonyl)amino)phenethyl)piperidine-1-carboxylate